C(C)(C)(C)C1=CC=C(C(=O)N2CCC(=CC2)C2=CC=3N(C=C2)C(=CN3)N3C(N(C(CC3)=O)CC3=CC=C(C=C3)OC)=O)C=C1 (7-(1-(4-(tert-butyl)benzoyl)-1,2,3,6-tetrahydropyridin-4-yl)imidazo[1,2-a]pyridin-3-yl)-3-(4-methoxybenzyl)dihydropyrimidine-2,4(1H,3H)-dione